2-(3,4-dichloro-6-oxo-pyridazin-1-yl)-N-[3-(methanesulfonamido)-4-methyl-phenyl]acetamide ClC1=NN(C(C=C1Cl)=O)CC(=O)NC1=CC(=C(C=C1)C)NS(=O)(=O)C